1,1,1,3,3,3-hexafluoro-propan-2-yl (R or S)-1-((pyridin-3-ylmethyl)carbamoyl)-6-azaspiro[2.5]-octane-6-carboxylate N1=CC(=CC=C1)CNC(=O)[C@@H]1CC12CCN(CC2)C(=O)OC(C(F)(F)F)C(F)(F)F |o1:10|